7-(4-bromo-3-chloro-benzoyl)-2-(4-methoxyphenyl)-3-oxo-N-[rac-(1S)-1-(2-fluorophenyl)ethyl]-6,8-dihydro-5H-imidazo[1,5-a]pyrazine-1-carboxamide BrC1=C(C=C(C(=O)N2CC=3N(CC2)C(N(C3C(=O)N[C@@H](C)C3=C(C=CC=C3)F)C3=CC=C(C=C3)OC)=O)C=C1)Cl |r|